1-allyl-3-trifluoromethoxy-methyl-imidazole C(C=C)N1C(N(C=C1)OC(F)(F)F)C